9-(4-(4-((dimethylamino)methyl)-1H-1,2,3-triazol-1-yl)benzyl)-2-(2-isopropylphenyl)-7,9-dihydro-8H-purin-8-one CN(C)CC=1N=NN(C1)C1=CC=C(CN2C3=NC(=NC=C3NC2=O)C2=C(C=CC=C2)C(C)C)C=C1